diethylaminothio-sodium formate C(=O)O.C(C)N(S[Na])CC